C1=CC=CC=2C3=CC=CC=C3C(C12)COC(=O)NCC(=O)O 2-((((9H-fluoren-9-yl)methoxy)carbonyl)amino)acetic acid